C(CCCCCCCCCCCCCCCCC)C(C(=O)O)CC1=CC(=C(C(=C1)C(C)(C)C)O)C(C)(C)C octadecyl-3-(3,5-di-t-butyl-4-hydroxyphenyl)propionic acid